C(C1=CC=CC=C1)(=O)OC(C1=CC=C(C=C1)F)C=1N(C=2CC(CC(C2C1)=O)(C)C)C1=CC=CC=C1 (6,6-dimethyl-4-oxo-1-phenyl-4,5,6,7-tetrahydro-1H-indol-2-yl)(4-fluoro phenyl)methyl benzoate